4,4'-dihydroxyl-3,3',5-trimethoxybibenzyl OC1=C(C=C(C=C1OC)CCC1=CC(=C(C=C1)O)OC)OC